BrC1=C2C(CCOC2=CC(=C1)Cl)N1C[C@@H](CC1)NC(OC(C)(C)C)=O tert-butyl ((3R)-1-(5-bromo-7-chlorochroman-4-yl)pyrrolidin-3-yl)carbamate